(1S,4R)-1,3,3-Trimethylbicyclo[2.2.1]heptan-2-one C[C@]12C(C([C@H](CC1)C2)(C)C)=O